O(S(=O)(=O)C(F)(F)F)C1=CC=C2C(=CC(OC2=C1)=O)CCNC(=O)OCC=C 4-(2-(((allyloxy) carbonyl) amino) ethyl)-2-oxo-2H-chromen-7-yl triflate